3-(5-(((1R,2R)-2-((4,4-difluorocyclohexyl)amino)cyclohexyl)(methyl)amino)-4-hydroxy-1-oxoisoindolin-2-yl)piperidine-2,6-dione FC1(CCC(CC1)N[C@H]1[C@@H](CCCC1)N(C=1C(=C2CN(C(C2=CC1)=O)C1C(NC(CC1)=O)=O)O)C)F